CON(C(C(C)C1=CC(=NO1)OC)=O)C N-methoxy-2-(3-methoxyisoxazol-5-yl)-N-methylpropanamide